3-((S)-2-(((4-((1R,5S)-3,8-diazabicyclo[3.2.1]octan-3-yl)-8-fluoro-7-(4-(2-fluoroethyl)-1H-indol-3-yl)quinazolin-2-yl)oxy)methyl)pyrrolidin-1-yl)propan-1-amine [C@H]12CN(C[C@H](CC1)N2)C2=NC(=NC1=C(C(=CC=C21)C2=CNC1=CC=CC(=C21)CCF)F)OC[C@H]2N(CCC2)CCCN